methyl 3'-(bromomethyl)-4-chlorobiphenyl-3-carboxylate BrCC=1C=C(C=CC1)C1=CC(=C(C=C1)Cl)C(=O)OC